C1(=CC=CC=C1)C1=NC(=NC(=C1)C1=CC=CC=C1)C1=C(C(=C(C(=C1)C1=NC(=CC(=N1)C1=CC=CC=C1)C1=CC=CC=C1)N1C2=CC=C(C=C2C=2C=C(C=CC12)C)C)N1C2=CC=CC=C2C=2C=C(C=CC12)C1=NC(=CC=C1)C1=CC=CC=C1)N1C2=CC=C(C=C2C=2C=C(C=CC12)C)C 9,9'-(4,6-bis(4,6-diphenylpyrimidin-2-yl)-2-(3-(6-phenylpyridin-2-yl)-9H-carbazol-9-yl)-1,3-phenylene)bis(3,6-dimethyl-9H-carbazole)